(Z)-1-acetyl-2-((6-(morpholino-methyl)quinolin-2-yl)methylene)-indolin-3-one C(C)(=O)N1\C(\C(C2=CC=CC=C12)=O)=C/C1=NC2=CC=C(C=C2C=C1)CN1CCOCC1